CC=1C=C(C=CC1)C1=CC=C(C=C1)C1=CC=C(C=C1)C1=CC(=CC=C1)C bis(3-methylphenyl)-(1,1'-biphenyl)